The molecule is a hydroxycalciol that is a synthetic analogue of vitamin D3 which contains an oxolane ring and exhibits weak vitamin D receptor agonist activity. It has a role as a vitamin D receptor agonist. It is a hydroxycalciol, a member of oxolanes and a member of D3 vitamins. C[C@@H]([C@H]1CC[C@@H]\\2[C@@]1(CCC/C2=C\\C=C/3\\C[C@H](C[C@H](C3=C)O)O)C)[C@@H]4CC[C@@H](O4)C(C)(C)O